O=C1NC(CCC1N1C(C2=CC=C(C=C2C1=O)C#CCC1CN(C1)C(=O)OC(C)(C)C)=O)=O tert-butyl 3-(3-(2-(2,6-dioxopiperidin-3-yl)-1,3-dioxoisoindolin-5-yl)prop-2-yn-1-yl)azetidine-1-carboxylate